N-((2-methylthiazol-5-yl)methyl)methylamine CC=1SC(=CN1)CNC